1,N1-bis(3-aminopropyl)-N3-dodecylpropane-1,3-diamine NCCCC(CCNCCCCCCCCCCCC)NCCCN